5-acetamido-3-fluoro-N-[(1S,2S)-2-[(4-fluorophenoxy)methyl]cyclopentyl]-2-(triazol-2-yl)benzamide C(C)(=O)NC=1C=C(C(=C(C(=O)N[C@@H]2[C@H](CCC2)COC2=CC=C(C=C2)F)C1)N1N=CC=N1)F